tert-butyl quinazoline-2(1H)-carboxylate N1C(N=CC2=CC=CC=C12)C(=O)OC(C)(C)C